C(C)(C)NC1=CC=NC2=CC=C(C=C12)C=1C=NNC1 N-isopropyl-6-(1H-pyrazol-4-yl)quinolin-4-amine